CS(=O)(=O)CCN1N=CC=C1NC1=NC(=NC=C1)NC1CCC(CC1)O (1R,4R)-4-((4-((1-(2-(methylsulfonyl)ethyl)-1H-pyrazol-5-yl)amino)pyrimidin-2-yl)amino)cyclohexan-1-ol